C(C)N1C=NC=2C1=NC=C(C2)S(=O)(=O)N2CCC1(C[C@H](CO1)NC[C@@H](COC=1C=C(C=CC1)S(=O)(=O)NC)O)CC2 3-((S)-3-((R)-8-(3-ethyl-3H-imidazo[4,5-b]pyridin-6-ylsulfonyl)-1-oxa-8-azaspiro[4.5]decan-3-ylamino)-2-hydroxypropoxy)-N-methylbenzenesulfonamide